ClC=1C=C(NC=2C=3N(C=CN2)C(=CN3)C3=C(C(=C(OCC#N)C=C3)F)F)C=CC1C(=O)N1CCN(CC1)C1=NC=CC=N1 2-[4-[8-[3-chloro-4-(4-pyrimidin-2-ylpiperazine-1-carbonyl)anilino]imidazo[1,2-a]pyrazin-3-yl]-2,3-difluoro-phenoxy]acetonitrile